2-bromo-3-fluoro-4-(2-hydroxyethoxy)benzonitrile BrC1=C(C#N)C=CC(=C1F)OCCO